C(O)C(CC)(CO)CO Trimethylol-propane